C(#N)C1CC2(C1)C[C@H](N(CC2)CC2=C1C=CNC1=C(C=C2OC)C)C2=CC=C(C(=O)NC(C(=O)O)C1COC1)C=C2 2-(4-((2R,4r,6S)-2-cyano-7-((5-methoxy-7-methyl-1H-indol-4-yl)methyl)-7-azaspiro[3.5]nonan-6-yl)benzamido)-2-(oxetan-3-yl)acetic acid